tert-butyl ((1S,3R,4S)-3-azido-4-(((tert-butyldiphenylsilyl)oxy)methyl)cyclopentyl)carbamate N(=[N+]=[N-])[C@@H]1C[C@H](C[C@@H]1CO[Si](C1=CC=CC=C1)(C1=CC=CC=C1)C(C)(C)C)NC(OC(C)(C)C)=O